2-cyclohexyl-2-propanol methacrylate C(C(=C)C)(=O)OC(C)(C)C1CCCCC1